(R)-1-(3-(4-chlorophenyl)-1,2,4-oxadiazol-5-yl)-N-(pyrrolidin-3-ylmethyl)piperidine-4-carboxamide hydrochloride Cl.ClC1=CC=C(C=C1)C1=NOC(=N1)N1CCC(CC1)C(=O)NC[C@H]1CNCC1